COC(=O)N1CC=2N(CC1)C(=NC2C=2C=C1C(=NN(C1=CC2)C)C=2C=NN(C2)C)C2COCC2 1-(1-methyl-3-(1-methyl-1H-pyrazol-4-yl)-1H-indazol-5-yl)-3-(tetrahydrofuran-3-yl)-5,6-dihydroimidazo[1,5-a]pyrazine-7(8H)-carboxylic acid methyl ester